6-[6-cyclopropyl-2-(3,4-dimethoxyphenyl)-3-oxo-pyridazine-4-carbonyl]-2,2,4,4-tetramethyl-cyclohexane-1,3,5-trione C1(CC1)C=1C=C(C(N(N1)C1=CC(=C(C=C1)OC)OC)=O)C(=O)C1C(C(C(C(C1=O)(C)C)=O)(C)C)=O